C(#N)C=1C(=CC(=NC1)NC(=O)N1CCCC2=CC(=C(N=C12)C=O)CN1C(CN(CC1)C)=O)OC(C)C N-(5-cyano-4-isopropoxypyridin-2-yl)-7-formyl-6-((4-methyl-2-oxopiperazin-1-yl)methyl)-3,4-dihydro-1,8-naphthyridine-1(2H)-carboxamide